C(C)N(CC)CC(=O)C=1C(=CC=CC1)C N,N-diethyltoluoylmethylamine